C(=O)O.N[C@H]1[C@@H](OCC1)C1=C(C2=NC(=CC(=C2S1)NCC=1SC=CC1)Cl)Br 2-((2r,3r)-3-aminotetrahydrofuran-2-yl)-3-bromo-5-chloro-N-(thiophen-2-ylmethyl)thieno[3,2-b]pyridin-7-amine formate